NC1=C(C=C(C(=O)N2C[C@H](OCC2)CC#CC2=C3CN(C(C3=CC=C2)=O)[C@@H](CCC(=O)OC(C)(C)C)C(N)=O)C=C1)OC tert-butyl (4S)-4-(4-{3-[(2R)-4-(4-amino-3-methoxybenzoyl)morpholin-2-yl]prop-1-yn-1-yl}-1-oxo-3H-isoindol-2-yl)-4-carbamoylbutanoate